N1CC(OCC1)CC(=O)Cl 2-morpholineacetyl chloride